(2,5-dimethylphenyl)-pyrimidineamide CC1=C(C=C(C=C1)C)C1=NC(=NC=C1)C(=O)N